[Cl-].C(CCCCCCCCCCC)[N+](C)(CCCCCCCCCCCC)CCCCCCCCCCCC tri-(dodecyl)methyl-ammonium chloride